ClC1=CC=C2C(=N1)C=C(N2)C(=O)N(C)C2COCC=1NC(C=3C=C(C(=CC3C12)F)F)=O 5-chloro-N-(8,9-difluoro-6-oxo-1,4,5,6-tetrahydro-2H-pyrano[3,4-c]isoquinolin-1-yl)-N-methyl-1H-pyrrolo[3,2-b]pyridine-2-carboxamide